ClC=1C=C([O-])C=C(C1)Cl.[Li+] lithium 3,5-dichlorophenoxide